ClC=1C(=NC(=NC1)NC1CCOCC1)C1=CC=C2CN(C(C2=C1)=O)CC(=O)N[C@H](C)C1=NC(=CC=C1)N1CCN(CC1)C 2-(6-{5-chloro-2-[(oxan-4-yl)amino]pyrimidin-4-yl}-1-oxo-2,3-dihydro-1H-isoindol-2-yl)-N-[(1R)-1-[6-(4-methylpiperazin-1-yl)pyridin-2-yl]ethyl]acetamide